C(C)C=1NC(C=CC1N1CN(C2=CC=C(C=C2C1=O)C(F)(F)F)C1=C(C=C(C=C1)F)C)=O 3-(2-ethyl-6-oxo-1,6-dihydropyridin-3-yl)-1-(4-fluoro-2-methylphenyl)-6-(trifluoromethyl)-2,3-dihydroquinazolin-4(1H)-one